rhamnose 3-sulfate S(=O)(=O)(O)O[C@@H]([C@H](C=O)O)[C@@H](O)[C@@H](O)C